CNC(C[C@H](CC(C)C)NC1=NC(=NC=2CC(CCC12)C(F)(F)F)N1CC2(CN(C2)C(C=C)=O)CC1)=O (3S)-N,5-dimethyl-3-((2-(2-(2-propenoyl)-2,6-diazaspiro[3.4]octan-6-yl)-7-(trifluoromethyl)-5,6,7,8-tetrahydro-4-quinazolinyl)amino)hexanamide